N1C(=CC=2C=NC=CC21)\C=C\2/C(NC1=CC=C(C=C21)C2=C(C1=C(OCC(N1)=O)C=C2)C)=O (Z)-6-(3-((1H-pyrrolo[3,2-c]pyridin-2-yl)methylene)-2-oxoindolin-5-yl)-5-methyl-2H-benzo[b][1,4]oxazin-3(4H)-one